[Cu].ClC1=C(C=CC=C1)NC1=NC=CC=C1 N-(2-chlorophenyl)pyridine-2-amine copper salt